2,3,7-tribromodibenzofuran BrC1=CC2=C(OC3=C2C=CC(=C3)Br)C=C1Br